N-ethyl-N,3-dimethylpyrrolidin-3-amine C(C)N(C1(CNCC1)C)C